4-((S)-1-((S)-1-((2,2-difluoro-[1,3]dioxolo[4,5-b]thiazolo[4,5-e]pyridin-6-yl)amino)-1-oxopropan-2-yl)-4,4-difluoropiperidin-3-yl)pyridine 1-oxide FC1(OC=2C(=NC3=C(C2)N=C(S3)NC([C@H](C)N3C[C@@H](C(CC3)(F)F)C3=CC=[N+](C=C3)[O-])=O)O1)F